(R)-4-methyl-6-(5-((2-(4-methyl-1-oxo-1,3-dihydroisobenzofuran-5-yl)morpholino)methyl)-1,3,4-oxadiazol-2-yl)nicotinonitrile CC1=CC(=NC=C1C#N)C=1OC(=NN1)CN1C[C@H](OCC1)C=1C(=C2COC(C2=CC1)=O)C